(S)-2-[(S)-2-((S)-2-Acetoxy-propionyloxy)-propionyloxy]-propionic acid (S)-1-[(S)-1-(tert-butylamino-methyl)-2-(4-morpholin-4-yl-[1,2,5]thiadiazol-3-yloxy)-ethoxycarbonyl]-ethyl ester C(C)(C)(C)NC[C@@H](COC1=NSN=C1N1CCOCC1)OC(=O)[C@H](C)OC([C@H](C)OC([C@H](C)OC([C@H](C)OC(C)=O)=O)=O)=O